1-(4-chloropyridin-3-yl)cyclopentane-1-carbonitrile ClC1=C(C=NC=C1)C1(CCCC1)C#N